C1(=CC=CC=C1)N1C(=NC2=C1C(=CC=C2O)C2=NC1=C3N=CC=CC3=CC=C1C=C2)C2=CC=CC=C2 1,2-diphenyl-4-hydroxy-7-(1,10-phenanthrolin-2-yl)-1H-benzimidazole